5-(1-methylazetidin-3-yl)-1,3-thiazole-4-carboxylic acid CN1CC(C1)C1=C(N=CS1)C(=O)O